(5S,8RS)-2-{[3-Chloro-5-(trifluoromethyl)pyridin-2-yl]methyl}-5-{[(3S)-3-fluoropyrrolidin-1-yl]carbonyl}-8-hydroxy-5,6,7,8-tetrahydro[1,2,4]triazolo[4,3-a]pyridin-3(2H)-one ClC=1C(=NC=C(C1)C(F)(F)F)CN1N=C2N([C@@H](CC[C@H]2O)C(=O)N2C[C@H](CC2)F)C1=O |&1:19|